ethyl 4-chloro-3-(3-hydroxy-2-(methoxymethoxy) propoxy)-5-nitrobenzoate ClC1=C(C=C(C(=O)OCC)C=C1[N+](=O)[O-])OCC(CO)OCOC